3-((3-fluoro-4-(5-(trifluoromethyl)-1,2,4-oxadiazol-3-yl)benzyl)amino)-4-((oxazol-4-ylmethyl)amino)cyclobut-3-ene-1,2-dione FC=1C=C(CNC=2C(C(C2NCC=2N=COC2)=O)=O)C=CC1C1=NOC(=N1)C(F)(F)F